tri((4-mercaptomethyl-2,5-dithiacyclohexyl-1-yl)methylthio)methane SCC1CSC(CS1)=CSC(SC=C1SCC(SC1)CS)SC=C1SCC(SC1)CS